ClC1=NC=C(C(=C1)C1=C(C=NC(=C1)C)C(=O)NC=1SC2=C(N1)CCC(C2)NC2CC(C2)O)OC 2'-chloro-N-(6-(((1s,3s)-3-hydroxycyclobutyl)amino)-4,5,6,7-tetrahydrobenzo[d]thiazol-2-yl)-5'-methoxy-6-methyl-[4,4'-bipyridine]-3-carboxamide